p-Methylphenyl 2,3,4-tri-O-acetyl-β-D-xylopyranosyl-(1→4)-2-O-acetyl-3-O-fluorenylmethyloxycarbonyl-1-thio-α-L-rhamnopyranoside C(C)(=O)O[C@H]1[C@@H](OC[C@H]([C@@H]1OC(C)=O)OC(C)=O)O[C@@H]1[C@H]([C@H]([C@H](SC2=CC=C(C=C2)C)O[C@H]1C)OC(C)=O)OC(=O)OCC1=CC=CC=2C3=CC=CC=C3CC12